FC(CCCCOC1=NSN=C1C=1CN(CCC1)C([2H])([2H])[2H])(C)F 3-((5,5-difluorohexyl)oxy)-4-(1-(methyl-d3)-1,2,5,6-tetrahydro-pyridin-3-yl)-1,2,5-thiadiazole